((1R,SR)-6-(7-(5-chloroisoquinolin-4-yl)-2-((tetrahydro-1H-pyrrolizin-7a(5H)-yl)methoxy)pyridino[2,3-d]pyrimidin-4-yl)-2,6-diazabicyclo[3.2.0]hept-2-yl)-2-fluoroprop-2-en-1-one ClC1=C2C(=CN=CC2=CC=C1)C=1C=CC2=C(N=C(N=C2N2[C@H]3CCN([C@@H]3C2)C(C(=C)F)=O)OCC23CCCN3CCC2)N1 |&1:21|